CN(CCCCCCOC1=CC(=C(C=C1)C(=O)C2=CC=C(C=C2)Br)F)CC=C.C(=C/C(=O)O)\\C(=O)O The molecule is a fumarate salt obtained by combining Ro 48-8071 with one molar equivalent of fumaric acid. An inhibitor of lanosterol synthase. It has a role as an EC 5.4.99.7 (lanosterol synthase) inhibitor and an antineoplastic agent. It contains a fumarate(1-) and a Ro 48-8071(1+).